N=1C=CN2N=C(C=CC21)C=2C=CN1N=C(N=CC12)NCC(C(F)(F)F)(C)C 5-(imidazo[1,2-b]pyridazin-6-yl)-N-(3,3,3-trifluoro-2,2-dimethylpropyl)pyrrolo[2,1-f][1,2,4]triazin-2-amine